1-(2-(4-((1r,3R,5S)-adamantan-1-yl)phenyl)-1H-benzo[d]imidazol-5-yl)-3-(5-methoxy-2,2-dimethyl-2H-chromen-6-yl)urea C12(CC3CC(CC(C1)C3)C2)C2=CC=C(C=C2)C2=NC3=C(N2)C=CC(=C3)NC(=O)NC=3C(=C2C=CC(OC2=CC3)(C)C)OC